2'-(S-methylsulfonimidoyl)-1,1':3',1''-terphenyl CS(=O)(=N)C1=C(C=CC=C1C1=CC=CC=C1)C1=CC=CC=C1